CC(CCCCCC)CCCCCCCCCCCCCCCCCCCCCC 7-Methylnonacosane